2-bromo-N-(5-bromo-1H-indol-7-yl)propanamide BrC(C(=O)NC=1C=C(C=C2C=CNC12)Br)C